methyl 4-amino-6-(4-bromo-2,3-difluorophenyl)-3-chloro-5-fluoro-pyridine-2-carboxylate NC1=C(C(=NC(=C1F)C1=C(C(=C(C=C1)Br)F)F)C(=O)OC)Cl